3-bromo-N-(tert-butyl)-2-fluorobenzenesulfonamide BrC=1C(=C(C=CC1)S(=O)(=O)NC(C)(C)C)F